1-(5-Aminopyridin-2-yl)-2-methyl-2-(pyridin-4-yl)propan-1-one NC=1C=CC(=NC1)C(C(C)(C1=CC=NC=C1)C)=O